IC1=CN(C=2N=CN=C(C21)N)C2CCC1(OCCO1)CC2 5-iodo-7-(1,4-dioxaspiro[4.5]dec-8-yl)-7H-pyrrolo[2,3-d]pyrimidin-4-amine